N1C(CC12CCCCC2)C(=O)[O-] Azaspiro[3.5]nonane-2-carboxylate